Cl.CC1NC([C@]2(C[C@H](NC2)C(=O)N)C1)=O (3S,5S)-8-methyl-6-oxo-2,7-diazaspiro[4.4]nonane-3-carboxamide HCl